4-(3-Chloro-2-fluoro-6-methoxyphenyl)-N-(5-(2,2-dihydroxyethoxy)-1,3,4-thiadiazol-2-yl)-6-methylnicotinamide ClC=1C(=C(C(=CC1)OC)C1=CC(=NC=C1C(=O)NC=1SC(=NN1)OCC(O)O)C)F